FC=1C(=C(C=CC1F)[C@H]1[C@H](O[C@](CC1)(C(F)(F)F)C)C(=O)O)OC (2S,3S,6R)-3-(3,4-difluoro-2-methoxyphenyl)-6-methyl-6-(trifluoromethyl)tetrahydro-2H-pyran-2-carboxylic acid